CC1CC(C1)(C(=O)OC)C=1SC=CC1 methyl 3-methyl-1-(2-thienyl)cyclobutanecarboxylate